C(CCCCC(C)C)C(CCCCCCC)O.[C] carbon isooctyl-octanol